FC(C(=O)O)(F)F.FC1CN(CC1OC)S(=O)(=O)N 3-fluoro-4-methoxypyrrolidine-1-sulfonamide trifluoroacetate salt